ClC1=C(C(=C(C=C1OC)OC)Cl)C1=NC(=C2C=C(N=CC2=C1)N[C@H]1[C@H](CN(C1)C)NC(C=C)=O)NC1COC1 N-((3S,4R)-4-((7-(2,6-dichloro-3,5-dimethoxyphenyl)-5-(oxetan-3-ylamino)-2,6-naphthyridin-3-yl)amino)-1-methyl-pyrrolidin-3-yl)acrylamide